COC1CN(C2=C(OC1)N=C1C(=C2)C=CN1)C1=C(C(=O)NS(=O)(=O)C2=CC(=C(C=C2)NCC2CCOCC2)[N+](=O)[O-])C=CC=C1 2-(3-methoxy-3,4-dihydro-2H-pyrrolo[3',2':5,6]pyrido[2,3-b][1,4]oxazepin-1(7H)-yl)-N-((3-nitro-4-(((tetrahydro-2H-pyran-4-yl)methyl)amino)phenyl)sulfonyl)benzamide